ClC1=C(C=C2C(=NC(N3C2=C1SCC(C3)C3=CSC=C3)=O)O)C(F)(F)F 11-chloro-8-hydroxy-3-(thiophen-3-yl)-10-(trifluoromethyl)-3,4-dihydro-[1,4]thiazepino[2,3,4-ij]quinazolin-6(2H)-one